ClC1=NC=2CC[C@@](CC2C(=N1)Cl)(C1=CC=CC=C1)C (S)-2,4-dichloro-6-methyl-6-phenyl-5,6,7,8-tetrahydroquinazoline